but-2-enamide dimaleate C(\C=C/C(=O)O)(=O)O.C(\C=C/C(=O)O)(=O)O.C(C=CC)(=O)N